3β-(4-Methoxybenzyloxy)Pregn-5-en-20-One COC1=CC=C(CO[C@@H]2CC3=CC[C@H]4[C@@H]5CC[C@H](C(C)=O)[C@]5(CC[C@@H]4[C@]3(CC2)C)C)C=C1